N-({2-[(3-Fluoroazetidin-1-yl)methyl]-1H-indol-6-yl}methyl)-4-oxo-4H-pyrido[1,2-a]pyrimidine-2-carboxamide FC1CN(C1)CC=1NC2=CC(=CC=C2C1)CNC(=O)C=1N=C2N(C(C1)=O)C=CC=C2